rac-(5R)-5-(1-methylpyrazol-4-yl)-N-[rac-(3S)-5-methyl-4-oxo-2,3-dihydro-1,5-benzoxazepin-3-yl]-5,6,7,8-tetrahydro-[1,2,4]triazolo[1,5-a]pyridine-2-carboxamide CN1N=CC(=C1)[C@H]1CCCC=2N1N=C(N2)C(=O)N[C@H]2COC1=C(N(C2=O)C)C=CC=C1 |r|